C(C)(C)(C)OC(=O)N1[C@@H](CN([C@H](C1)C)C1=CC(=C(C=C1)C#N)OC)C (2R,5S)-4-(4-cyano-3-methoxyphenyl)-2,5-dimethylpiperazine-1-carboxylic acid tert-butyl ester